C(C1=CC=CC=C1)C1=CC=C(C=C1)N1C(N(C2=NC=CC=C21)[C@@H]2CN(CC2)CC=2N(C(=CN2)C(=O)OC(C)(C)C)C)=O tert-Butyl (S)-2-((3-(1-(4-benzylphenyl)-2-oxo-1,2-dihydro-3H-imidazo[4,5-b]pyridin-3-yl)pyrrolidin-1-yl)methyl)-1-methyl-1H-imidazole-5-carboxylate